[N+](=O)([O-])C1=C(C=CC(=N1)N)N 6-nitro-2,5-diaminopyridine